4-cyclohexyl-N-(4-((4-(trifluoromethoxy)benzyl)amino)phenyl)butanamide C1(CCCCC1)CCCC(=O)NC1=CC=C(C=C1)NCC1=CC=C(C=C1)OC(F)(F)F